NC1=NC=C(C=N1)/C(=C/C=1C=C(C(=O)N[C@@H]2[C@H](CCCC2)O)C=CC1OC(F)F)/F 3-[(1Z)-2-(2-aminopyrimidin-5-yl)-2-fluorovinyl]-4-(difluoromethoxy)-N-[(1S,2S)-2-hydroxycyclohexyl]benzamide